Methyl (S)-(1-((4-(2-(tert-butyl)-4-(2-fluoro-3-(pyrrolidine-1-sulfonamido)phenyl)thiazol-5-yl)pyrimidin-2-yl)amino)propan-2-yl)carbamate C(C)(C)(C)C=1SC(=C(N1)C1=C(C(=CC=C1)NS(=O)(=O)N1CCCC1)F)C1=NC(=NC=C1)NC[C@H](C)NC(OC)=O